Racemic-6-(5-(2-((2-(7-Fluoro-1-methyl-2-oxo-1,2-dihydroquinolin-8-yl)ethyl)amino)ethyl)-2-oxooxazolidin-3-yl)-2H-pyrazino[2,3-b][1,4]oxazin-3(4H)-one FC1=CC=C2C=CC(N(C2=C1CCNCC[C@@H]1CN(C(O1)=O)C1=NC2=C(OCC(N2)=O)N=C1)C)=O |r|